NC=1C(=C(C=CC1)C1=NC=CC(=C1Cl)C1=NC(=C(C=C1)CN(C(OC(C)(C)C)=O)C[C@H]1NC(CC1)=O)OC)Cl tert-Butyl (S)-((2'-(3-amino-2-chlorophenyl)-3'-chloro-6-methoxy-[2,4'-bipyridin]-5-yl)methyl)((5-oxopyrrolidin-2-yl)methyl)carbamate